(S)-2-((R)-2-((S)-2-amino-3-phenylpropionamido)-5-guanidinopentanamido)-N-((S)-1,6-diamino-1-oxohexan-2-yl)decanoamide N[C@H](C(=O)N[C@@H](C(=O)N[C@H](C(=O)N[C@H](C(=O)N)CCCCN)CCCCCCCC)CCCNC(=N)N)CC1=CC=CC=C1